(R)-5-(3,4-difluorophenyl)-N-(3-fluoro-4-((3-((1-hydroxypropan-2-yl)amino)-1H-pyrazolo[3,4-b]pyridin-4-yl)oxy)phenyl)-1-isopropyl-4-oxo-1,4-dihydropyridine-3-carboxamide FC=1C=C(C=CC1F)C=1C(C(=CN(C1)C(C)C)C(=O)NC1=CC(=C(C=C1)OC1=C2C(=NC=C1)NN=C2N[C@@H](CO)C)F)=O